4-{[6-(4-Methylpiperazin-1-yl)pyridin-2-yl]oxy}benzene-1,2-diamine CN1CCN(CC1)C1=CC=CC(=N1)OC=1C=C(C(=CC1)N)N